sulfuryl fluoride S(=O)(=O)(F)F